C1(CC1)C=1C(N(N=CC1)[C@@H]1C[C@@H](CC1)C1=CC(=NN1)NC=1C=CC2=C(CNS2(=O)=O)C1F)=O cis-4-cyclopropyl-2-(3-(3-((4-fluoro-1,1-dioxido-2,3-dihydrobenzo[d]isothiazol-5-yl)amino)-1H-pyrazol-5-yl)cyclopentyl)pyridazin-3(2H)-one